(3aR,5s,6aS)-N-[6-(2,5-difluorophenyl)pyridazin-3-yl]-2-(tetrahydro-pyran-4-ylmethyl)-3,3a,4,5,6,6a-hexahydro-1H-cyclopenta[c]pyrrol-5-amine FC1=C(C=C(C=C1)F)C1=CC=C(N=N1)NC1C[C@@H]2[C@@H](CN(C2)CC2CCOCC2)C1